3-hydroxy-6-(4-(4-methylpiperazin-1-yl)butyl)pyridineformaldoxime OC=1C(=NC(=CC1)CCCCN1CCN(CC1)C)C=NO